ClC=1C=CC2=C(C1)C=1C(=CN(C(C1)=O)CC(=O)OC(C)(C)C)COC(C2)C Tert-Butyl (11-chloro-7-methyl-2-oxo-7,8-dihydro-2H-[3]benzoxocino[5,6-c]pyridin-3(5H)-yl)-acetate